hydroxy-1,1'-biphenyl-3-carbonitrile OC1=C(C=CC=C1C#N)C1=CC=CC=C1